NC1=C(C(=NC(=N1)CC1=C(C=CC=C1)Cl)OCCO)OC1=C(C=CC=C1)OC 2-((6-amino-2-(2-chlorobenzyl)-5-(2-methoxyphenoxy)pyrimidin-4-yl)oxy)ethan-1-ol